(S)-2-((4-(6-((5-Fluoro-1-methyl-1H-indazol-6-yl)methoxy)pyridin-2-yl)piperidin-1-yl)methyl)-1-(oxetan-2-ylmethyl)-1H-benzo[d]imidazole-6-carboxylic acid FC=1C=C2C=NN(C2=CC1COC1=CC=CC(=N1)C1CCN(CC1)CC1=NC2=C(N1C[C@H]1OCC1)C=C(C=C2)C(=O)O)C